2-[[5-(trifluoromethyl)pyrazin-2-yl]methyl]-2,6-diazaspiro[3.3]heptane FC(C=1N=CC(=NC1)CN1CC2(C1)CNC2)(F)F